(Z)-2-(4-octylphenyl)-3-(4'-(pyridin-4-yl)-[1,1'-biphenyl]-4-yl)acrylonitrile C(CCCCCCC)C1=CC=C(C=C1)/C(/C#N)=C/C1=CC=C(C=C1)C1=CC=C(C=C1)C1=CC=NC=C1